FC1(CN(CC[C@H]1NC1=NN2C(C=N1)=C(C=C2)C=2C=CC1=C(N(N=N1)CC(F)F)C2)C)F (R)-N-(3,3-Difluoro-1-methylpiperidin-4-yl)-5-(1-(2,2-difluoroethyl)-1H-benzo[d][1,2,3]triazol-6-yl)pyrrolo[2,1-f][1,2,4]triazin-2-amine